C(C)(=O)N1C=C(C2=CC=CC=C12)C(=O)NC1=C(C(=O)O)C=C(C=C1)C=1OC=CC1 (1-acetyl-1H-indole-3-carboxamido)-5-(furan-2-yl)benzoic acid